COC1=C(C=CC(=C1)N1C(CN(CC1)C)=O)NC=1N=CC=2N(C(C3=C(N(C2N1)C)SC(=N3)C)=O)C 6-((2-methoxy-4-(4-methyl-2-oxopiperazin-1-yl)phenyl)amino)-2,4,9-trimethyl-4,9-dihydro-10H-pyrimido[5,4-b]thiazolo[5,4-e][1,4]diazepin-10-one